[K].C(C)OOOCC ethoxy ether, potassium salt